BrC=1C=CC2=C(C=CC=3NC=4C=CC5=C(C4C23)C=CC(=C5)Br)C1 3,11-dibromo-7H-dibenzo[C,G]carbazole